2-[4-[(Z)-3-(4-Nitrophenyl)prop-2-enoyl]phenoxy]acetic acid [N+](=O)([O-])C1=CC=C(C=C1)\C=C/C(=O)C1=CC=C(OCC(=O)O)C=C1